NCC1=CC=C(CC=2N(N=C3C=NC=4C=CC=CC4C32)CCCC)C=C1 1-(4-(AMINOMETHYL)BENZYL)-2-BUTYL-2H-PYRAZOLO[3,4-C]QUINOLIN